4-trifluoromethyl-2-nitrophenyl triflate O(S(=O)(=O)C(F)(F)F)C1=C(C=C(C=C1)C(F)(F)F)[N+](=O)[O-]